ClC=1C=C2C=C(C(OC2=C(C1)Cl)C(F)(F)F)C(=O)O 6,8-dichloro-2-trifluoromethyl-2H-chromene-3-carboxylic acid